O=S1(CCCC2=C(C=CC(=C12)C(F)(F)F)C1=C(C(N(N=C1)C)=O)O)=O 5-(1,1-Dioxido-8-(trifluoromethyl)thiochroman-5-yl)-4-hydroxy-2-methylpyridazin-3(2H)-one